(S)-4-(2-((2,5-bis(trifluoromethyl)pyrazolo[1,5-a]pyrimidin-7-yl)amino)-1-(4-fluorophenyl)ethyl)piperidine-1-carboxamide FC(C1=NN2C(N=C(C=C2NC[C@H](C2=CC=C(C=C2)F)C2CCN(CC2)C(=O)N)C(F)(F)F)=C1)(F)F